3-(4-(3-isopropyl-2-(7-methyl-[1,2,4]triazolo[1,5-a]pyridin-6-yl)-1H-indol-5-yl)piperidin-1-yl)propanenitrile C(C)(C)C1=C(NC2=CC=C(C=C12)C1CCN(CC1)CCC#N)C=1C(=CC=2N(C1)N=CN2)C